2-amino-5-{2-amino-[1,2,4]triazolo[1,5-a]pyridin-7-yl}-N-{[2-(cyclopropylmethoxy)-6-fluorophenyl]methyl}pyridine-3-carboxamide NC1=NC=C(C=C1C(=O)NCC1=C(C=CC=C1F)OCC1CC1)C1=CC=2N(C=C1)N=C(N2)N